COC(=O)C=1C=C(C=2N(C(C=C(N2)N2CCOCC2)=O)C1)C=C 2-morpholino-4-oxo-9-vinyl-pyrido[1,2-a]Pyrimidine-7-carboxylic acid methyl ester